1-cyclohexyl-2-(3,5-dichlorophenyl)-1,6-dihydrodipyrrolo[2,3-b:2',3'-d]pyridine C1(CCCCC1)N1C(=CC=2C1=C1C(=NC2)NC=C1)C1=CC(=CC(=C1)Cl)Cl